trans-2-(1-(3-fluoro-4-(trifluoromethyl)benzyl)-5-(4-(trifluoromethyl)phenyl)piperidin-3-yl)acetic acid methyl ester COC(C[C@@H]1CN(C[C@H](C1)C1=CC=C(C=C1)C(F)(F)F)CC1=CC(=C(C=C1)C(F)(F)F)F)=O